4-cyano-4-benzoquinoline C(#N)N1CC=CC2=C3C(=CC=C12)C=CC=C3